BrC1=C(N(C(=C1)C)CCOC)C#N bromo-1-(2-methoxyethyl)-5-methyl-pyrrole-2-carbonitrile